C(C)(C)(C)OC(=O)N1[C@@H](CN(CC1)C=1C2=C(N=CN1)N(C=C2N2CCCC2)C2=CC(=CC=C2)C#N)C (R)-4-(7-(3-cyanophenyl)-5-(pyrrolidin-1-yl)-7H-pyrrolo[2,3-d]pyrimidin-4-yl)-2-methylpiperazine-1-carboxylic acid tert-butyl ester